BrC1=CC=C(C=C1)C1=NN(CO1)[C@@H]1CC[C@H](CC1)NC(=O)C=1OC2=C(C1)C=C(C=C2)Cl trans-5-(4-bromophenyl)-N-(4-(5-chlorobenzofuran-2-carboxamido)cyclohexyl)-1,3,4-oxadiazole